BrC=1C=C(C(=C(C1)S(=O)(=O)NC=1C(=C(C(=O)OC(C)(C)C)C=C(C1)CC)O)O)F tert-Butyl 3-((5-bromo-3-fluoro-2-hydroxyphenyl)sulfonamido)-5-ethyl-2-hydroxybenzoate